N-(5-bromo-3-methoxypyrazin-2-yl)-4-(3-fluorophenyl)-1H-pyrrole-3-sulfonamide BrC=1N=C(C(=NC1)NS(=O)(=O)C1=CNC=C1C1=CC(=CC=C1)F)OC